lithium benzyl sulfate S(=O)(=O)(OCC1=CC=CC=C1)[O-].[Li+]